OCCCN1C=CC=CC1=O 1-(3-hydroxypropyl)-6-oxo-1,6-dihydroPyridine